C(C)(C)OC=1C(=CC2=CN(N=C2C1)C12COC(C1)(C2)C)C(=O)NC=2C(N(C=CC2)[C@H]2[C@H](C2)C)=O 6-isopropoxy-2-(1-methyl-2-oxabicyclo[2.1.1]hex-4-yl)-N-(1-((1r,2s)-2-methylcyclopropyl)-2-oxo-1,2-dihydropyridin-3-yl)-2H-indazole-5-carboxamide